2-HYDROXYPHENYL ACETATE C(C)(=O)OC1=C(C=CC=C1)O